(S)-4-Benzyl-N-(7-(3,3-dimethylbut-1-yn-1-yl)-5-methyl-4-oxo-2,3,4,5-tetrahydrobenzo[b][1,4]oxazepin-3-yl)-1H-pyrazol-1-carboxamid C(C1=CC=CC=C1)C=1C=NN(C1)C(=O)N[C@@H]1C(N(C2=C(OC1)C=CC(=C2)C#CC(C)(C)C)C)=O